methyl 2-(hydroxyimino)ethanoate ON=CC(=O)OC